(R)-6-fluoro-5-(1-(2-fluorophenyl)ethyl)-3-((pyrimidin-4-ylmethyl)amino)-4H-benzo[e][1,2,4]thiadiazine 1,1-dioxide FC=1C=CC2=C(NC(=NS2(=O)=O)NCC2=NC=NC=C2)C1[C@H](C)C1=C(C=CC=C1)F